CC=1C(NC(N(C1)[C@@H]1O[C@@H](CN(C1)C(C1=CC=CC=C1)(C1=CC=CC=C1)C1=CC=CC=C1)COC(CCC(=O)O)=O)=O)=O 4-{[(2S,6R)-6-(5-Methyl-2,4-dioxo-3,4-dihydropyrimidin-1-yl)-4-tritylmorpholin-2-yl]methoxy}-4-oxobutanoic Acid